2-(6-(4-isopropyl-4H-1,2,4-triazol-3-yl)pyridin-2-yl)-7-(4-(trifluoromethyl)-1H-imidazol-1-yl)-3,4-dihydroisoquinolin-1(2H)-one C(C)(C)N1C(=NN=C1)C1=CC=CC(=N1)N1C(C2=CC(=CC=C2CC1)N1C=NC(=C1)C(F)(F)F)=O